(R)-2,5-dichloro-N-(2-((3-methyl-1-(7-methyl-1,3,7,2-dioxazaborecan-2-yl)butyl)amino)-2-oxoethyl)benzamide ClC1=C(C(=O)NCC(=O)N[C@@H](CC(C)C)B2OCCCN(CCCO2)C)C=C(C=C1)Cl